tertbutyl 4-(methanesulfonyloxy)piperidine-1-carboxylate CS(=O)(=O)OC1CCN(CC1)C(=O)OC(C)(C)C